(trans)-4-Acetamido-N-(4-(2-cyclopropyloxazol-4-yl)pyridin-2-yl)-N-((4-(4-methoxy-3-methylphenyl)bicyclo[2.2.2]octan-1-yl)methyl)cyclohexanecarboxamide C(C)(=O)N[C@@H]1CC[C@H](CC1)C(=O)N(CC12CCC(CC1)(CC2)C2=CC(=C(C=C2)OC)C)C2=NC=CC(=C2)C=2N=C(OC2)C2CC2